5'-methyl-uridine CC([C@@H]1[C@H]([C@H]([C@@H](O1)N1C(=O)NC(=O)C=C1)O)O)O